5-(HYDROXYMETHYL)PYRIDINE-2-BORONIC ACID OCC=1C=CC(=NC1)B(O)O